C1(CCCC1)S(=O)(=O)C=1N=CC2=C(N1)C(CN(C2=O)CCCCCC(=O)O)(CCOCCOCCOCCOC)CCOCCOCCOCCOC 6-(2-cyclopentanesulfonyl-5-oxo-8,8-di(2,5,8,11-tetraoxatridecan-13-yl)-7,8-dihydropyrido[4,3-d]pyrimidin-6(5H)-yl)hexanoic acid